ethylene glycol naphthalate C1(=CC=CC2=CC=CC=C12)C(=O)OCCO